2-[[4-[(3S)-3-(4-fluoro-1-piperidyl)-1-piperidyl]-3-pyrimidin-5-yl-pyrrolo[2,3-b]pyridin-1-yl]methoxy]ethyl-trimethyl-silane FC1CCN(CC1)[C@@H]1CN(CCC1)C1=C2C(=NC=C1)N(C=C2C=2C=NC=NC2)COCC[Si](C)(C)C